(1R,3R)-3-(((tert-butyldiphenylsilyl)oxy)methyl)cyclobutane-1-carboxylic acid methyl ester COC(=O)C1CC(C1)CO[Si](C1=CC=CC=C1)(C1=CC=CC=C1)C(C)(C)C